CCCCCCCCCCCCCCCCCCN(CCCCCCCCCCCCCCCCCC)C1=CC=CC=C1 N,N-dioctadecylaniline